COC1=CC=C(C=C1)N(C(=O)C1=NN(C=N1)C1=CC=C(C=C1)C)C N-(4-methoxyphenyl)-N-methyl-1-(p-tolyl)-1H-1,2,4-triazole-3-carboxamide